tert-butyl (1S,4S)-5-[[3-(4-fluoro-2-pyridyl)-4-methyl-phenyl]carbamoyl]-2,5-diazabicyclo[2.2.1]heptane-2-carboxylate FC1=CC(=NC=C1)C=1C=C(C=CC1C)NC(=O)N1[C@@H]2CN([C@H](C1)C2)C(=O)OC(C)(C)C